1-(1,3-dibromopropyl)-3-nitrobenzene BrC(CCBr)C1=CC(=CC=C1)[N+](=O)[O-]